1-(2-chloro-5-fluoropyrimidin-4-yl)-1H-pyrazole-4-carbonitrile ClC1=NC=C(C(=N1)N1N=CC(=C1)C#N)F